C[C@@H]1N(C[C@H](N(C1)C(C)C1=CC=C(C=C1)C(F)(F)F)C)C=1C=2N=CN(C2N2C(N1)=NN=C2)C[C@H]2OCCC2 4-((2S,5R)-2,5-Dimethyl-4-(1-(4-(trifluoromethyl)phenyl)ethyl)piperazin-1-yl)-1-(((S)-tetrahydrofuran-2-yl)methyl)-1H-[1,2,4]triazolo[3,4-b]purine